COC1=CC=C(C=C1)/C=C/C(=O)ON=CC1=C(C=CC=C1)F 2-fluorobenzaldehyde-O-((E)-3-(4-methoxyphenyl)acryloyl) oxime